(ethylsulfonyl)-7-(trifluoromethyl)quinoline-2-carbaldehyde C(C)S(=O)(=O)C=1C(=NC2=CC(=CC=C2C1)C(F)(F)F)C=O